C(C)(=O)[O-].C[Si+](C1=CC=CC=C1)C dimethylphenyl-silicon acetate